5-chloro-1-(1-(4-methoxybenzyl)azetidin-3-yl)-3-nitro-1H-pyrazole ClC1=CC(=NN1C1CN(C1)CC1=CC=C(C=C1)OC)[N+](=O)[O-]